CN(CC1=NC2=CC=CC=C2N=C1)CC1=CC(=NC=C1)C=1C=C2CN(C(C2=CC1)=O)C1C(NC(CC1)=O)=O 3-(5-(4-((methyl-(quinoxalin-2-ylmethyl)amino)methyl)pyridin-2-yl)-1-oxoisoindolin-2-yl)piperidine-2,6-dione